C1(CCC1)C1=C(C=CC=C1F)C1=C(C=CC(=C1)C(C(=O)NS(N(C)C)(=O)=O)(C)C)O[C@H]1C[C@@H](CC1)NC([C@H]1N(CC(C1)(C)C)C)=O N-{(1R,3R)-3-[(2'-cyclobutyl-5-{1-[(dimethylsulfamoyl)amino]-2-methyl-1-oxopropan-2-yl}-3'-fluoro[1,1'-biphenyl]-2-yl)oxy]cyclopentyl}-1,4,4-trimethyl-L-prolinamide